C(C1=CC=CC=C1)[C@@H]1N(C(OC1)=O)C([C@@H](C)C1=C(C=CC=C1OC)Cl)=O (S)-4-benzyl-3-((S)-2-(2-chloro-6-methoxyphenyl)propanoyl)oxazolidin-2-one